Methyl 2-((1R,3R)-3-((S)-1,1-dimethylethylsulfinamido)-1-hydroxy-4-methylpentyl)thiazole-4-carboxylate CC(C)(C)[S@](=O)N[C@H](C[C@@H](O)C=1SC=C(N1)C(=O)OC)C(C)C